C(C)OC(CCC(=O)C1=NC2=C(C=CC=C2C=C1O)C1=C(C=CC=C1C)C)=O 4-[8-(2,6-Dimethyl-phenyl)-3-hydroxy-quinolin-2-yl]-4-oxo-butyric acid ethyl ester